(3Z,6S)-6-isopropenyl-3-methyl-3,9-decadienyl acetate C(C)(=O)OCC\C(=C/C[C@H](CCC=C)C(=C)C)\C